C1(CC1)C(=O)N1CCC(C1)OC=1C=NN(C1)CCOC (cyclopropanecarbonyl)-4-((1-(2-methoxyethyl)-1H-pyrazol-4-yl)oxy)pyrrolidin